7-chloro-1,2,3,4-tetrahydro-2,4-methylene-1,8-naphthyridine ClC1=CC=C2C3CC(NC2=N1)C3